5-chloro-N,2-dimethyl-N-(3-methylphenyl)benzene-1,4-diamine ClC=1C(=CC(=C(C1)N(C1=CC(=CC=C1)C)C)C)N